O1CCNC2=C1C(=CC=C2)N2CCC(CC2)N(C(OC(C)(C)C)=O)C tert-butyl N-[1-(3,4-dihydro-2H-1,4-benzoxazin-8-yl)-4-piperidyl]-N-methyl-carbamate